Pyridin-3-ylmethyl (S)-(2-(7-carbamoyl-2-(1-ethyl-3-methyl-1H-pyrazole-5-carboxamido)-3,4-dihydro-5-oxa-1,2a-diazaacenaphthylen-3-yl)ethyl)carbamate C(N)(=O)C=1C=C2OC[C@@H](N3C(=NC(C1)=C32)NC(=O)C3=CC(=NN3CC)C)CCNC(OCC=3C=NC=CC3)=O